C(\C=C/C=CCCCCC)=O cis-2,4-decadienal